tert-butyl 5-(pyrrolidine-1-carbonyl)hexahydropyrrolo[3,4-c]pyrrole-2(1H)-carboxylate N1(CCCC1)C(=O)N1CC2C(C1)CN(C2)C(=O)OC(C)(C)C